(1-{(S)-2-[(S)-3-(Cyclopropylmethyl)-2-oxo-1-piperazinyl]-4,4-dimethylvaleryl}-4-piperidyl)acetamide C1(CC1)C[C@H]1C(N(CCN1)[C@H](C(=O)N1CCC(CC1)CC(=O)N)CC(C)(C)C)=O